N=1C=NN2C1C=C(C=C2)OC2=CC(=C(C=C2C)NC2=NC=NC1=CC=3OC[C@H]4N(C3N=C12)CCOC4)F (S)-N-(4-([1,2,4]triazolo[1,5-a]pyridin-7-yloxy)-2-fluoro-5-methylphenyl)-1,2,4a,5-tetrahydro-4H-[1,4]oxazino[4,3-d]pyrimido[4',5':5,6]pyrido[3,2-b][1,4]oxazin-11-amine